(6-methylquinolin-8-yl)pyridine-2,6-diamine CC=1C=C2C=CC=NC2=C(C1)C=1C(=NC(=CC1)N)N